N12C[C@@H](C(CC1)CC2)NC(=O)C2=C1N(C=3C=CC=CC23)CCNC1 N-[(3R)-1-azabicyclo[2.2.2]octan-3-yl]-1H,2H,3H,4H-pyrazino[1,2-a]indole-10-carboxamide